OC[C@H]1[C@H]2C[C@H]2CN1C(=O)OC(C)(C)C (R)-cis-tert-butyl (1S,2R,5R)-2-(hydroxymethyl)-3-azabicyclo[3.1.0]hexane-3-carboxylate